3-(6-chloro-1-methyl-1H-benzo[d]imidazol-5-yl)aniline methyl-4-aminopyrimidine-2-carboxylate COC(=O)C1=NC=CC(=N1)N.ClC=1C(=CC2=C(N(C=N2)C)C1)C=1C=C(N)C=CC1